1-(3-(4-fluorophenoxy)propyl)-3-(4-methyl-2-oxo-2H-chromen-7-yl)guanidine FC1=CC=C(OCCCNC(=N)NC2=CC=C3C(=CC(OC3=C2)=O)C)C=C1